NC=1C(=NC(=C(N1)F)C1=CC(=C(C=C1)C1CCOCC1)CN(C)C)C=1C=C2C=C(NC(C2=CC1F)=O)C 6-(3-amino-6-(3-((dimethylamino)methyl)-4-(tetrahydro-2H-pyran-4-yl)phenyl)-5-fluoropyrazin-2-yl)-7-fluoro-3-methylisoquinolin-1(2H)-one